[C-]1(C=CC=C1)N([C@H](C(=O)O)CCC(=O)N[C@@H](CS)C(=O)NCC(=O)O)C=O.[CH-]1C=CC=C1.[Fe+2] ferrocenyl-formyl-glutathione